C(#N)/C(/C(=O)N(C)C(CCC)C1=C(C=CC=C1)CCC(=O)N1CCN(CC1)CC1=C(C=C(C=C1OC)C1=CN(C(C(=C1C)C)=O)C)OC)=C/C=1SC=CN1 (Z)-2-cyano-N-(1-(2-(3-(4-(2,6-dimethoxy-4-(1,4,5-trimethyl-6-oxo-1,6-dihydropyridin-3-yl)benzyl)piperazin-1-yl)-3-oxopropyl)phenyl)butyl)-N-methyl-3-(thiazol-2-yl)acrylamide